(methylcyclopentadienyl)tris(methylethylamino)hafnium CC1(C=CC=C1)[Hf](N(C)CC)(N(C)CC)N(CC)C